OC1=NC=CC(=C1B(O)O)C(F)(F)F 2-HYDROXY-4-(TRIFLUOROMETHYL)PYRIDINE-3-BORONIC ACID